3,4-Dimethoxystyryl-3-methylbenzothiazole p-toluenesulfonate CC1=CC=C(C=C1)S(=O)(=O)O.COC=1C=C(C=CC2SC3=C(N2C)C=CC=C3)C=CC1OC